C1(=CC=CC=C1)C1=NC=2C=CC=C(C2N=C1C1=CC=CC=C1)O 2,3-diphenylquinoxalin-5-ol